CNCCN(CC1=C(N=C(S1)N)C1=CC=C(C=C1)OC(F)(F)F)C N,N'-dimethyl-N'-(2-amino-4-(4-trifluoromethoxyphenyl)thiazol-5-yl-methyl)ethylenediamine